lithium ortho-borate B([O-])([O-])[O-].[Li+].[Li+].[Li+]